methyl 1-(5-(3-fluorophenethyl)-2,3-dihydro-1H-inden-1-yl)piperidine-4-carboxylate FC=1C=C(CCC=2C=C3CCC(C3=CC2)N2CCC(CC2)C(=O)OC)C=CC1